6,7-dinitro-1,2,3,4-tetrahydronaphthalene [N+](=O)([O-])C=1C=C2CCCCC2=CC1[N+](=O)[O-]